C(#N)C=1C=CC(=C(C1)C1=NN(C=C1NC(=O)C=1C=NN2C1N=CC=C2)CC(=O)N(C)CCO)OC N-(3-(5-cyano-2-methoxyphenyl)-1-(2-((2-hydroxyethyl)(methyl)amino)-2-oxoethyl)-1H-pyrazol-4-yl)pyrazolo[1,5-a]pyrimidine-3-carboxamide